5-Chloro-N-[(3R)-1-methyl-3-piperidyl]oxazolo[4,5-b]pyridin-2-amine ClC1=CC=C2C(=N1)N=C(O2)N[C@H]2CN(CCC2)C